FC(C=1C=C(C=CC1F)N1C=C(C=2[C@@H](C(CCC12)(F)F)O)S(=O)(=O)C)F (S)-1-(3-(difluoromethyl)-4-fluorophenyl)-5,5-difluoro-3-(methylsulfonyl)-4,5,6,7-tetrahydro-1H-indol-4-ol